COCOCC1=CC=C(C=C1)C(C(=O)N)CCCNC(=O)N (4-((methoxymethoxy)methyl)phenyl)-5-ureidovaleramide